1-Oxo-2-(2-oxo-1,3-dihydro-benzoimidazol-5-yl)isoindoline-5-carboxylic acid ethyl ester C(C)OC(=O)C=1C=C2CN(C(C2=CC1)=O)C1=CC2=C(NC(N2)=O)C=C1